COC1=CC=C2C3=C(CS(C2=C1)(=O)=O)C=C(C=C3)OC 3,8-dimethoxy-6H-benzo[c]thiochromene 5,5-dioxide